5-(4-((3-(Cyclopropylmethyl)-2-oxooxazolidin-5-yl)methoxy)phenyl)-2-oxo-6-(trifluoromethyl)-1,2-dihydropyridine-3-carboxamide C1(CC1)CN1C(OC(C1)COC1=CC=C(C=C1)C=1C=C(C(NC1C(F)(F)F)=O)C(=O)N)=O